COC1=NN(C=C1NC1=NC=C(C(=N1)C1=CNC2=C(C=CC=C12)N)C)C 3-(2-((3-methoxy-1-methyl-1H-pyrazol-4-yl)amino)-5-methylpyrimidin-4-yl)-1H-indole-7-amine